6-bromo-8-isopropyl-2-(methylthio)pyrido[2,3-d]pyrimidin-7(8H)-one BrC1=CC2=C(N=C(N=C2)SC)N(C1=O)C(C)C